4'-((N-phenylpentanamido)methyl)-[1,1'-biphenyl]-2-carboxylic acid C1(=CC=CC=C1)N(C(CCCC)=O)CC1=CC=C(C=C1)C=1C(=CC=CC1)C(=O)O